(S)-2-cyclopropyl-1-(3-fluoro-4-methylphenyl)ethan-1-amine C1(CC1)C[C@H](N)C1=CC(=C(C=C1)C)F